O1N=CC(=C1)C1=CNC=2N=C(N=C(C21)NC2=C(C=CC=C2)S(=O)(=O)N(C)C)NC2=C(C=C1CCN(CC1=C2)C)OC 2-((5-(isoxazol-4-yl)-2-((6-methoxy-2-methyl-1,2,3,4-tetrahydroisoquinolin-7-yl)amino)-7H-pyrrolo[2,3-d]pyrimidin-4-yl)amino)-N,N-dimethylbenzenesulfonamide